2-[[6-(2,4-Difluoro-3-methyl-phenyl)pyrazolo[4,3-b]pyridin-1-yl]methyl]-5-methyl-1,3,4-oxadiazole FC1=C(C=CC(=C1C)F)C=1C=C2C(=NC1)C=NN2CC=2OC(=NN2)C